4-(4-(3-methoxyoxetan-3-yl)phenyl)-1-(4-(trifluoromethyl)phenyl)piperidin-4-ol COC1(COC1)C1=CC=C(C=C1)C1(CCN(CC1)C1=CC=C(C=C1)C(F)(F)F)O